2-(phenylethynyl)aniline C1(=CC=CC=C1)C#CC1=C(N)C=CC=C1